C(CCC)C1=C(C=C2C=CNC2=C1)N 6-butyl-1H-indol-5-amine